OCC1=CC=NN1C1=NN=C(S1)NC(=O)C1=CC(=C(C(O1)=O)OC)N[C@@H](COC)C (R)-N-(5-(5-(hydroxymethyl)-1H-pyrazol-1-yl)-1,3,4-thiadiazol-2-yl)-3-methoxy-4-((1-methoxypropan-2-yl)amino)-2-oxo-2H-pyran-6-carboxamide